tert-butyl 5-bromo-3H-imidazo[4,5-b]pyridine-3-carboxylate BrC1=CC=C2C(=N1)N(C=N2)C(=O)OC(C)(C)C